CN1CCN(CC1)C=1C=CC(=NC1)NC=1C=CC(=C2CN(C(C12)=O)C(=O)OC(C)(C)C)C1=CC(=NC=C1)C1COCC1 tert-butyl 7-((5-(4-methylpiperazin-1-yl)pyridin-2-yl)amino)-1-oxo-4-(2-(tetrahydrofuran-3-yl)pyridin-4-yl)isoindoline-2-carboxylate